C(C)(C)(C)C1=CC=C(C=C1)N(C=1C=CC=2NC3=CC=C(C=C3C2C1)N(C1=CC=C(C=C1)C(C)(C)C)C1=CC=C(C=C1)C(C)(C)C)C1=CC=C(C=C1)C(C)(C)C N3,N3,N6,N6-tetrakis(4-(tert-butyl)phenyl)-9H-carbazole-3,6-diamine